4-(6-(6-((3-Fluoropyridin-2-yl)methyl)-3,6-diazabicyclo[3.1.1]hept-3-yl)pyridin-3-yl)-6-(2-hydroxy-2-methylpropyloxy)pyrazolo[1,5-a]pyridine-3-carbonitrile FC=1C(=NC=CC1)CN1C2CN(CC1C2)C2=CC=C(C=N2)C=2C=1N(C=C(C2)OCC(C)(C)O)N=CC1C#N